N1([C@@H](C1)C(=O)OC)C(=O)OCC1=CC=CC=C1 O1-benzyl O2-methyl (2S)-aziridine-1,2-dicarboxylate